IC1=CC=2C(C3=CC=CC=C3C2C=C1)(C)C 2-iodo-9,9-dimethylfluorene